C(C)(=O)OC(C(=O)N[C@H](C(=O)OC(C)C)CCC(C=[N+]=[N-])=O)CC1=CNC2=CC=CC=C12 isopropyl (2S)-2-(2-acetoxy-3-(1H-indol-3-yl)propanamido)-6-diazo-5-oxohexanoate